(S)-8-acetyl-3-(2-(4-(p-tolyl)piperazin-1-yl)ethyl)-2-oxa-8-azaspiro[4.5]decan-1-one C(C)(=O)N1CCC2(C[C@H](OC2=O)CCN2CCN(CC2)C2=CC=C(C=C2)C)CC1